(3S,4S)-8-(5-chloro-3-(3-chloro-2-(ethylamino)pyridin-4-yl)-1H-pyrazolo[3,4-b]Pyrazin-6-yl)-3-methyl-2-oxa-8-azaspiro[4.5]Decane-4-amine ClC=1N=C2C(=NC1N1CCC3([C@@H]([C@@H](OC3)C)N)CC1)NN=C2C2=C(C(=NC=C2)NCC)Cl